tetra(octan-3-yl) 9,9',9'',9'''-((((5-(4-(dimethylamino)butanamido)isophthaloyl)bis(azanediyl))bis(propane-3,1-diyl))bis(azanetriyl))tetranonanoate CN(CCCC(=O)NC=1C=C(C=C(C(=O)NCCCN(CCCCCCCCC(=O)OC(CC)CCCCC)CCCCCCCCC(=O)OC(CC)CCCCC)C1)C(=O)NCCCN(CCCCCCCCC(=O)OC(CC)CCCCC)CCCCCCCCC(=O)OC(CC)CCCCC)C